BrC=1C=C(COC2=CC=C(C=C2)[C@H]2[C@@H](C2)NC2CCC(CC2)NC(OC(C)(C)C)=O)C=CC1 tert-butyl (4-(((trans)-2-(4-((3-bromobenzyl)oxy)phenyl)cyclopropyl)amino) cyclohexyl)carbamate